ClC=1C=CC(=NC1)[C@]1(OC2=C(O1)C=CC=C2N2CC1C(C1C2)CC2=NC1=C(N2C[C@H]2OCC2)C=C(C=C1)C(=O)O)C 2-((3-((R)-2-(5-chloropyridin-2-yl)-2-methylbenzo[d][1,3]dioxol-4-yl)-3-azabicyclo[3.1.0]hexan-6-yl)methyl)-1-(((S)-oxetan-2-yl)methyl)-1H-benzo[d]imidazole-6-carboxylic acid